COCCCOC1=CC=C(C=C1)C1=CC=CC=C1 4'-(3-methoxypropoxy)-[1,1'-biphenyl]